(S)-N,N,5-trimethyl-5,6-dihydro-4H-pyrrolo[3,2,1-ij]quinolin-5-amine CN([C@@]1(CN2C3=C(C=CC=C3C1)C=C2)C)C